[N+](=O)([O-])C=1C(=C2C(=NC1)N(C=C2)S(=O)(=O)C2=CC=CC=C2)C2(CC1CCC(C2)N1C(=O)OC(C)(C)C)C(=O)OC 8-(tert-butyl) 3-methyl 3-(5-nitro-1-(phenylsulfonyl)-1H-pyrrolo[2,3-b]pyridin-4-yl)-8-azabicyclo[3.2.1]octane-3,8-dicarboxylate